COC1=C(C=CC=C1)C1=NN2C(NC(=CC2=O)C2=CC=C(C(=O)O)C=C2)=C1C 4-(2-(2-methoxyphenyl)-3-methyl-7-oxo-4,7-dihydropyrazolo[1,5-a]pyrimidin-5-yl)benzoic acid